((3-(2-bromo-4-chlorophenyl)prop-2-yn-1-yl)oxy)(tert-butyl)dimethylsilane BrC1=C(C=CC(=C1)Cl)C#CCO[Si](C)(C)C(C)(C)C